9-(sec-Butyl)-6-chloro-2-(propylthio)-9H-purine C(C)(CC)N1C2=NC(=NC(=C2N=C1)Cl)SCCC